O=C1N(C(C2=CC=CC=C12)=O)CC(C(=O)N[C@@H](C(C)(C)O)C1=CC=C(C=C1)OCC(CCC)C)C=1SC=CC1 3-(1,3-dioxoisoindolin-2-yl)-N-((1R)-2-hydroxy-2-methyl-1-(4-((2-methylpentyl)oxy)phenyl)propyl)-2-(thiophen-2-yl)propanamide